(trifluoromethyl)pyridin-3-amine FC(F)(F)C1=NC=CC=C1N